5-((8-Phenyl-1,4-dioxaspiro[4.5]decan-8-yl)methyl)oxazole C1(=CC=CC=C1)C1(CCC2(OCCO2)CC1)CC1=CN=CO1